C(C)C(CC(C(=O)O)S)CCCC.C(CS)(=O)OCC(CCCC)CC 2-ethylhexyl thioglycolate (2-ethylhexyl thioglycolate)